tert-butyl (6R)-6-[[(S)-tert-butylsulfinyl]amino]-2-chloro-spiro[4,6-dihydrocyclopenta[d]thiazole-5,4'-piperidine]-1'-carboxylate C(C)(C)(C)[S@](=O)N[C@H]1C2=C(N=C(S2)Cl)CC12CCN(CC2)C(=O)OC(C)(C)C